O1COC2=C1C=CC(=C2)C=2C=NNC2C2=CC=C(C1=CC=CC=C21)OC 4-(benzo[d][1,3]dioxol-5-yl)-5-(4-methoxynaphthalen-1-yl)-1H-pyrazole